NC=1C=C(C=CC1[N+](=O)[O-])N1CCN(CC1)CC1CCN(CC1)C1CN(C1)C=1C=C2C(N(C(C2=CC1)=O)C1C(NC(CC1)=O)=O)=O 5-(3-(4-((4-(3-amino-4-nitrophenyl)piperazin-1-yl)methyl)piperidin-1-yl)azetidin-1-yl)-2-(2,6-dioxopiperidin-3-yl)isoindoline-1,3-dione